2,2-dimethyl-5,7-dihydroxy-4-oxo-2,3-dihydrobenzopyran CC1(OC2=C(C(C1)=O)C(=CC(=C2)O)O)C